6-bromo-8-fluoro-N-(8-fluoro-2-methyl-imidazo[1,2-a]pyridine-6-yl)-4-methyl-isoquinolin-1-amine BrC=1C=C2C(=CN=C(C2=C(C1)F)NC=1C=C(C=2N(C1)C=C(N2)C)F)C